ClC=1C(=NC(=NC1)NC=1C=NN(C1)CC#N)N1C[C@]2(CN(C[C@]2(C1)C)C(=O)C1CC1)C 2-(4-((5-Chloro-4-((3aR,6aS)-5-(cyclopropanecarbonyl)-3a,6a-dimethylhexahydropyrrolo[3,4-c]pyrrol-2(1H)-yl)pyrimidin-2-yl)amino)-1H-pyrazol-1-yl)acetonitrile